CC1=CNC2=NC=C(C=C21)C2=CC(=C1CCN(CC1=C2)C(=O)[C@H]2COCC2)[C@H]2NCCC2 (7-(3-methyl-1H-pyrrolo[2,3-b]pyridine-5-yl)-5-((S)-pyrrolidin-2-yl)-3,4-dihydroisoquinolin-2(1H)-yl)((R)-tetrahydrofuran-3-yl)methanone